N-[1-(4-cyclopropanesulfonamido-3-fluoropyridin-2-yl)-2-methoxyethyl]-5-(6-ethoxypyrazin-2-yl)-1,3-thiazole-2-carboxamide C1(CC1)S(=O)(=O)NC1=C(C(=NC=C1)C(COC)NC(=O)C=1SC(=CN1)C1=NC(=CN=C1)OCC)F